diethylpyrrolidine-2-carboxamide C(C)C1(N(CCC1)CC)C(=O)N